2-(6-iodopyridin-3-yl)-2-methylpropanoic acid methyl ester COC(C(C)(C)C=1C=NC(=CC1)I)=O